O1C(=CC=C1)CC1(CC=C2C(=C3C=CC=CC3=NC2=C1)N)N 3-furan-2-ylmethyl-acridin-3,9-diamine